O1C(=CC2=C1C=CC=C2)C2=CC=C(C=C2)N(C2=CC=C(C=C2)C2=CC1=C(N=C(O1)C=1OC=CC1)C=C2)C2=CC=C(C=C2)C=2SC1=C(C2)C=CC=C1 N-(4-benzofuran-2-yl-phenyl)-N-(4-benzothiophene-2-yl-phenyl)-N-{4-(2-furan-2-yl-benzooxazole-6-yl)-phenyl}-amine